(1R,3R,4R)-N-((R)-1-cyano-2-((S)-2-oxopyrrolidin-3-yl)ethyl)-5,5-difluoro-2-((2,2,2-trifluoroacetyl)-D-leucyl)-2-azabicyclo[2.2.2]octane-3-carboxamide C(#N)[C@@H](C[C@H]1C(NCC1)=O)NC(=O)[C@@H]1N([C@H]2CC([C@@H]1CC2)(F)F)C([C@H](NC(C(F)(F)F)=O)CC(C)C)=O